FC(C=1C(=C(C=CC1)[C@@H](C)NC=1C2=C(N=CN1)N(C(C(=C2)C2(CN(C2)S(=O)(=O)C)C)=O)C)F)F 4-{[(1R)-1-[3-(difluoromethyl)-2-fluorophenyl]ethyl]amino}-6-(1-methanesulfonyl-3-methylazetidin-3-yl)-8-methyl-7H,8H-pyrido[2,3-d]pyrimidin-7-one